3-(4-((4-(4-(trifluoromethyl)phenyl)piperazin-1-yl)sulfonyl)phenyl)oxetan-3-ol FC(C1=CC=C(C=C1)N1CCN(CC1)S(=O)(=O)C1=CC=C(C=C1)C1(COC1)O)(F)F